ClC1(C(C=C(C=C1)Cl)Cl)O 1,2,4-trichlorophenol